[Si](C1=CC=CC=C1)(C1=CC=CC=C1)(C(C)(C)C)OC1C[C@H]2C([C@H]2C1)C(CC(=O)C1=NC(=CC=C1)C(F)(F)F)=O 1-((1R,5S,6r)-3-((tert-Butyldiphenylsilyl)oxy)bicyclo[3.1.0]hexan-6-yl)-3-(6-(trifluoromethyl)pyridin-2-yl)propane-1,3-dione